tert-butyl (1-(4-(4-amino-2-oxopyrimidin-1(2H)-yl)-2-chlorobenzyl)piperidin-4-yl)carbamate NC1=NC(N(C=C1)C1=CC(=C(CN2CCC(CC2)NC(OC(C)(C)C)=O)C=C1)Cl)=O